ClC1=C(C(=CC=C1Cl)OCC=C)C(C1=CC=C(C#N)C=C1)O 4-[[2,3-dichloro-6-(prop-2-en-1-yloxy)phenyl](hydroxy)methyl]benzonitrile